ClC=CC(=C)Cl 1,3-dichlorobutadiene